CC1=NC(=CC(=N1)NC1=C(C(=O)NC)C=CC=N1)C (2,6-dimethylpyrimidin-4-yl)amino-N-methylnicotinamide